5-(4-cyclohexyl-4H-1,2,4-triazol-3-yl)-3-(3-(4-cyclopropyl-1H-imidazol-1-yl)phenyl)-1H-indazole C1(CCCCC1)N1C(=NN=C1)C=1C=C2C(=NNC2=CC1)C1=CC(=CC=C1)N1C=NC(=C1)C1CC1